(N-n-butyl)thiophosphoric triamide C(CCC)NP(N)(N)=S